FC1=CC2=C(C(=NO2)C2CCN(CC2)CCCOC=2SC(=CN2)C=2OC(=NN2)C)C=C1 6-Fluoro-3-(1-{3-[5-(5-methyl-[1,3,4]oxadiazol-2-yl)-thiazol-2-yloxy]-propyl}-piperidin-4-yl)-benzo[d]isoxazole